OCC1CCN(CC1)C=1SC2=C(N1)C=C(C(=C2)NC(=O)C2=NC=CC=C2)C(=O)OC Methyl 2-[4-(hydroxymethyl)-1-piperidyl]-6-(pyridine-2-carbonylamino)-1,3-benzothiazole-5-carboxylate